FCCCN1CC(C1)NC1=CC=C(C=C1)[C@H]1N([C@@H](CC=2C=C3C(=CC12)OCO3)C)CC(F)(F)F 1-(3-fluoropropyl)-N-(4-((5R,7R)-7-methyl-6-(2,2,2-trifluoroethyl)-5,6,7,8-tetrahydro-[1,3]dioxolano[4,5-g]isoquinolin-5-yl)phenyl)azetidin-3-amine